CC(CN1N=CC(=C1)C=1C(=NC(=CC1)OC)C1=CC=2N(C=C1)C=C(N2)C)(C)C 7-{3-[1-(2,2-dimethylpropyl)-1H-pyrazol-4-yl]-6-methoxypyridin-2-yl}-2-methylimidazo[1,2-a]pyridine